6-bromo-2-methyl-[1,2,4]triazolo[1,5-a]pyridine BrC=1C=CC=2N(C1)N=C(N2)C